C(C)C1(C=C)CC=C(C=C1)CC para-diethyl-styrene